N=S(=O)(\C=C\C1=C(C=CC=C1)C(F)(F)F)C1=NC=CC(=C1)OC (E)-imino(4-methoxypyridin-2-yl)(2-(trifluoromethyl)styryl)-λ6-sulfanone